P(=O)(=O)P phosphophosphine